ClC=1C=C(C=2N(N1)C=CN2)C=2CCOCC2 6-chloro-8-(3,6-dihydro-2H-pyran-4-yl)imidazo[1,2-b]pyridazine